C1(=CC=CC=C1)C(C1=CC(=CC2=NC3=CC=CC=C3C=C12)N1N=CC(=C1)C(=O)O)C1=CC=CC=C1 1-[1-(diphenylmethyl)acridin-3-yl]-1H-pyrazole-4-carboxylic acid